2-(3-(dimethylamino)propylamino)ethylamine CN(CCCNCCN)C